((2-fluoro-6-(hydroxymethyl)phenyl)amino)-3-((6-methoxy-1,2,3,4-tetrahydroisoquinolin-7-yl)amino)-1,2,4-triazine-6-carboxamide FC1=C(C(=CC=C1)CO)NC=1N=C(N=NC1C(=O)N)NC1=C(C=C2CCNCC2=C1)OC